Cl.C(C)N(CC(=O)N)CC 2-(diethylamino)acetamide hydrochloride